(+-)-4-phenyl-2-(tetrahydrofurane-2-yl)pyridin-3-amine C1(=CC=CC=C1)C1=C(C(=NC=C1)[C@@H]1OCCC1)N |r|